N-((1S,2R)-2-(6-fluoro-2,3-dimethylphenyl)-1-(5-oxo-4,5-dihydro-1,3,4-oxadiazol-2-yl)propyl)-3,5-dimethyl-piperidine-1-sulfonamide FC1=CC=C(C(=C1[C@H]([C@@H](C=1OC(NN1)=O)NS(=O)(=O)N1CC(CC(C1)C)C)C)C)C